N-(3-(1,1-difluoroethyl)phenyl)-1-(6-methoxypyridin-3-yl)-3-methyl-5-oxo-4,5-dihydro-1H-pyrazole-4-carboxamide FC(C)(F)C=1C=C(C=CC1)NC(=O)C1C(=NN(C1=O)C=1C=NC(=CC1)OC)C